4,4,4-trifluoro-N-(2-methoxy-5-Methylphenyl)-3-oxobutanamide FC(C(CC(=O)NC1=C(C=CC(=C1)C)OC)=O)(F)F